CNCC(COC1=CC=CC=C1)O (methyl-amino)-3-phenoxypropan-2-ol